(3R,4aS,9bS)-6-fluoro-3-methyl-7-(trifluoromethyl)-1,2,3,4,4a,9b-hexahydrobenzofuro[3,2-b]pyridine hydrochloride Cl.FC1=C(C=CC2=C1O[C@@H]1[C@H]2NC[C@@H](C1)C)C(F)(F)F